5-methylpyrimido[4,5-d]pyrimidin-2(1H)-one CC1=C2C(=NC=N1)NC(N=C2)=O